NC[C@H](CC1=CC=CC=C1)[N+]1=NOC(=C1)[N-]C(NC1=CC(=CC=C1)C(F)(F)F)=O (S)-(3-(1-amino-3-phenylpropan-2-yl)-1,2,3-oxadiazol-3-ium-5-yl)((3-(trifluoromethyl)phenyl)carbamoyl)amide